tetraethoxy-ethylene glycol C(C)OC(C(OCC)(OCC)O)(OCC)O